(S)-2-amino-5-(4-(((S)-1,4,7,10-tetrakis(2-(tert-butoxy)-2-oxoethyl)-1,4,7,10-tetraazacyclododecan-2-yl)methyl)phenyl)pentanoic acid N[C@H](C(=O)O)CCCC1=CC=C(C=C1)C[C@@H]1N(CCN(CCN(CCN(C1)CC(OC(C)(C)C)=O)CC(OC(C)(C)C)=O)CC(OC(C)(C)C)=O)CC(=O)OC(C)(C)C